N-(3-fluorobenzyl)-3-nitrobenzamide FC=1C=C(CNC(C2=CC(=CC=C2)[N+](=O)[O-])=O)C=CC1